trans-4-(Fmoc-aminomethyl)benzoic acid C(=O)(OCC1C2=CC=CC=C2C2=CC=CC=C12)C(C1=CC=C(C(=O)O)C=C1)N